N-(4-((4-(ethoxymethyl)-4-(2-methoxyphenethyl)piperidin-1-yl)methyl)phenyl)acetamide C(C)OCC1(CCN(CC1)CC1=CC=C(C=C1)NC(C)=O)CCC1=C(C=CC=C1)OC